ClC1=CC=C(CC2CCN(CC2)C(=O)N2C[C@@H]3[C@@H](OCC(N3)=O)CC2)C=C1 |r| rac-(4aR,8aS)-6-(4-(4-Chlorobenzyl)piperidin-1-carbonyl)hexahydro-2H-pyrido[4,3-b][1,4]oxazin-3(4H)-on